BrC1=CC=C(C=C1)C1=NOC(=N1)C1=CCCC(O1)(C)C (S)-6-(3-(4-bromophenyl)-1,2,4-oxadiazol-5-yl)-2,2-dimethyl-3,4-dihydro-2H-pyran